N-(2-hydroxyethyl)-N-methyl-carbamic acid OCCN(C(O)=O)C